COC=1N=CC2=C(N1)NC(CC2)=O 2-methoxy-6,8-dihydro-5H-pyrido[2,3-d]pyrimidin-7-one